2-(3-chloro-4-(6-(1-methylcyclopropoxy)-9-((4-methylpyridin-2-yl)methyl)-9H-purin-8-yl)phenoxy)-N-(prop-2-yn-1-yl)acetamide ClC=1C=C(OCC(=O)NCC#C)C=CC1C=1N(C2=NC=NC(=C2N1)OC1(CC1)C)CC1=NC=CC(=C1)C